(E)-4-(2-((4-(2-(3-methylbenzylidene)hydrazino)-6-morpholinopyrimidin-2-yl)oxy)ethyl)aniline CC=1C=C(\C=N\NC2=NC(=NC(=C2)N2CCOCC2)OCCC2=CC=C(N)C=C2)C=CC1